N-myristoyl-N-methyl-β-alaninate C(CCCCCCCCCCCCC)(=O)N(CCC(=O)[O-])C